CCCCCCCCC/C=C\CCCCCCCC(=O)OC[C@H](COP(=O)(O)OC[C@H](CO)O)OC(=O)CCCCC/C=C\C/C=C\C/C=C\C/C=C\CCCCC 1-(9Z-nonadecenoyl)-2-(7Z,10Z,13Z,16Z-docosatetraenoyl)-glycero-3-phospho-(1'-sn-glycerol)